gamma-decanol CCC(CCCCCCC)O